N-((cis)-3-(5-chloro-2-cyanophenyl)cyclobutyl)-1-((S or R)-1-(4-methyl-2-((1R,5S)-2-oxo-3-azabicyclo[3.1.0]hexan-3-yl)pyrimidin-5-yl)ethyl)-1H-1,2,3-triazole-4-carboxamide ClC=1C=CC(=C(C1)[C@H]1C[C@H](C1)NC(=O)C=1N=NN(C1)[C@@H](C)C=1C(=NC(=NC1)N1C([C@@H]2C[C@@H]2C1)=O)C)C#N |o1:19|